O1CCN(CC1)C1=CC(=NC=N1)N[C@H]1CN(CCC1)C#N (3R)-3-[(6-morpholinopyrimidin-4-yl)amino]piperidine-1-carbonitrile